Cl[Si]1(C[SiH](CCC1)CC)CC 1-chloro-1,3-diethyl-1,3-disilacyclohexane